chloro-N-(4'-(difluoromethyl)-4-fluoro-[1,1'-biphenyl]-3-yl)-N-methyl-[1,2,4]triazolo[4,3-a]quinazolin-5-amine ClC1=NN=C2N1C1=CC=CC=C1C(=N2)N(C)C=2C=C(C=CC2F)C2=CC=C(C=C2)C(F)F